C(C)(C)(C)N N-(tert-butyl)amine